N-(3,3-diphenylpropyl)-6-fluoronicotinamide C1(=CC=CC=C1)C(CCNC(C1=CN=C(C=C1)F)=O)C1=CC=CC=C1